CN1CC2=CC=C(C=C2CC1)B1OC(C(O1)(C)C)(C)C 2-methyl-6-(4,4,5,5-tetramethyl-1,3,2-dioxaborolan-2-yl)-3,4-dihydro-1H-isoquinoline